O=C1CCC(N1C(=O)O)C(=O)O 5-oxopyrrolidine-1,2-dicarboxylic acid